C(C=C)(=O)N1[C@H](CN(C[C@H]1C)C1=NC(N2C3=C(C(=C(C=C13)C(F)(F)F)C1=CC=C(C=C1)F)SCC(C2)(CO)CO)=O)C 8-((3S,5R)-4-acryloyl-3,5-dimethylpiperazin-1-yl)-11-(4-fluorophenyl)-3,3-bis(hydroxymethyl)-10-(trifluoromethyl)-3,4-dihydro-2H,6H-[1,4]thiazepino[2,3,4-ij]quinazolin-6-one